C(C)(C)(C)C=1C=C(C=C(C1)C(C)(C)C)C=1C=C(C=C(C1)C(C)(C)C)C1=CC=CC=C1 3'',5',5''-tri-tert-butyl-1,1':3',1''-terphenyl